FC=1C=C(C=CC1F)[C@H](C=O)O (2R)-(3,4-difluorophenyl)(hydroxyl)acetaldehyde